2-[[2-[(tert-butyloxycarbonylamino)methyl]-4-pyridyl]thio]benzoic acid methyl ester COC(C1=C(C=CC=C1)SC1=CC(=NC=C1)CNC(=O)OC(C)(C)C)=O